1,1,1-trichloro-2-propanone ClC(C(C)=O)(Cl)Cl